5-(6-(((R)-1-(((1s,3S)-3-hydroxycyclobutyl)methyl)piperidin-3-yl)amino)-4,5-dimethylpyridazin-3-yl)benzo[b]thiophen-4-ol OC1CC(C1)CN1C[C@@H](CCC1)NC1=C(C(=C(N=N1)C1=C(C2=C(SC=C2)C=C1)O)C)C